FC1=C(C(=C(C(=C1[B-](C1=C(C(=C(C(=C1F)F)F)F)F)(C1=C(C(=C(C(=C1F)F)F)F)F)C1=C(C(=C(C(=C1F)F)F)F)F)F)F)F)F.C(C)(=O)C1=CC=C(C=C1)C1=CC(=C(C=C1)[S+](C1=C(C=C(C=C1)C1=CC=C(C=C1)C(C)=O)S(=O)(=O)O)C1=C(C=C(C=C1)C1=CC=C(C=C1)C(C)=O)S(=O)(=O)O)S(=O)(=O)O tris(4-(4-acetylphenyl)sulfophenyl)sulfonium tetrakis(pentafluorophenyl)borate